C1(CC1)CN1N=C2C(=C1)CNC2 (cyclopropylmethyl)-2,4,5,6-tetrahydropyrrolo[3,4-c]pyrazole